C(C)(=O)C1=CC=C(CC(C(=O)OCC)(C(=O)OCC)Br)C=C1 diethyl 2-(4-acetyl benzyl)-2-bromomalonate